3,5-difluoro-4-methylbenzene FC=1C=CC=C(C1C)F